ON=C1C=C(C(C2=CC=CC=C12)=O)N[C@@H](C(=O)NC1=CC=C(C=C1)F)CC1=CC=CC=C1 (R)-2-((4-(hydroxyimino)-1-oxo-1,4-dihydronaphthalen-2-yl)amino)-3-phenyl-N-(4-fluorophenyl)-propionamide